C(CCC)C1N(CCC1)CCOCCOC Butyl-methoxyethoxyethyl-pyrrolidine